CNC1=C(C=CC2=C1C1(CCN(CC1)C(=O)OC(C)(C)C)CO2)[N+](=O)[O-] tert-Butyl 4-(methylamino)-5-nitro-2H-spiro[benzofuran-3,4'-piperidine]-1'-carboxylate